FC=1C=C(CNC(=O)N2CC3=C(CC2)N=C(S3)C=3C=NNC3)C=C(C1)OC N-(3-fluoro-5-methoxybenzyl)-2-(1H-pyrazol-4-yl)-6,7-dihydrothiazolo[5,4-c]pyridine-5(4H)-carboxamide